(4S)-4-(1,3-dioxoisoindolin-2-yl)-2-methyl-3-oxo-2-azabicyclo[5.1.0]octane-8-carboxylic acid ethyl ester C(C)OC(=O)C1C2CC[C@@H](C(N(C12)C)=O)N1C(C2=CC=CC=C2C1=O)=O